azacyclotetradecene-14-carboxamide N1=CCCCCCCCCCCCC1C(=O)N